BrC=1C=C2C=C(NC2=CC1)C(=O)NCC1=CC=C(C=C1)C(=O)NNCCC 5-bromo-N-(4-(2-propylhydrazine-1-carbonyl)benzyl)-1H-indole-2-carboxamide